2-(isopropylsulfanyl)-1-(4-(5-(trifluoromethyl)-1,2,4-oxadiazol-3-yl)phenyl)ethan-1-one C(C)(C)SCC(=O)C1=CC=C(C=C1)C1=NOC(=N1)C(F)(F)F